N-((4,6-dimethyl-2-oxo-1,2-dihydropyridin-3-yl)methyl)-6-methyl-5-(1-morpholinoethyl)-2-(pyridin-2-yl)indolizine-7-carboxamide CC1=C(C(NC(=C1)C)=O)CNC(=O)C=1C(=C(N2C=C(C=C2C1)C1=NC=CC=C1)C(C)N1CCOCC1)C